(S)-3-((7-(propylsulfonamido)-2-azaspiro[3.5]nonan-2-yl)methyl)pyrrolidine-1-formic acid tert-butyl ester C(C)(C)(C)OC(=O)N1C[C@@H](CC1)CN1CC2(C1)CCC(CC2)NS(=O)(=O)CCC